di-glycerol stearate C(CCCCCCCCCCCCCCCCC)(=O)O.OCC(O)CO.OCC(O)CO